COCCC1=NC=CN1 2-methoxyethyl-3H-imidazole